methyl (methyl(((2-methyl-2-propanyl)oxy)carbonyl)amino)acetate CN(C(=O)OC(C)(C)C)CC(=O)OC